lead-mercury [Hg].[Pb]